C([C@@H](C(=O)O)N)SSC[C@@H](C(=O)O)N R,R-Cystin